BrC=1C=NN(C1C)CC1(CCCCC1)N1CCOCC1 4-(1-((4-bromo-5-methyl-1H-pyrazol-1-yl)methyl)cyclohexyl)morpholine